N1(CCC(CC1)C=O)C1CCNCC1 [1,4'-bipiperidine]-4-carbaldehyde